ClC=1C(=CC2=C(N(C[C@H](N(S2(=O)=O)C)C2CCCCC2)C2=CC=CC=C2)C1)N1CC(CC1)(C(=O)OC)F methyl 1-((R)-7-chloro-3-cyclohexyl-2-methyl-1,1-dioxido-5-phenyl-2,3,4,5-tetrahydrobenzo[f][1,2,5]thiadiazepin-8-yl)-3-fluoropyrrolidine-3-carboxylate